OC(C(CC)NC(C)C)C=1C(NC2=C(C=CC=C2C1)OCC1=CC=CC=C1)=O (1-hydroxy-2-isopropylaminobutyl)-8-benzyloxyquinolone